3-bromo-4-(1-hydroxyethyl)benzoic acid methyl ester COC(C1=CC(=C(C=C1)C(C)O)Br)=O